Cl.NC(C(=O)N1CCN(CC1)C(=O)NC1=NC(N(C=C1)C1=CC=C(C=C1)CC(C)N1C[C@H](CC1)CN)=O)(C)C 4-(2-Amino-2-methylpropanoyl)-N-(1-(4-(2-((R)-3-(aminomethyl)pyrrolidin-1-yl)propyl)phenyl)-2-oxo-1,2-dihydropyrimidin-4-yl)piperazine-1-carboxamide hydrochloride salt